CC(C)C1=C(C=C2[C@H]3CCCC([C@@H]3CC(=O)C2=C1)(C)C)O The molecule is a tricyclic diterpenoid isolated from the stem bark of Fraxinus sieboldiana. It has a role as a plant metabolite. It is a cyclic terpene ketone, a member of phenols and a tricyclic diterpenoid.